COC1=CC=C(CN(S(=O)(=O)[C@@H](CC2CCOCC2)CCC=C)CC2=CC=C(C=C2)OC)C=C1 (R)-N,N-BIS(4-METHOXYBENZYL)-1-(TETRAHYDRO-2H-PYRAN-4-YL)HEX-5-ENE-2-SULFONAMIDE